4-(6-(7-methyl-3-(trifluoromethyl)-[1,2,4]triazolo[4,3-b]pyridazin-6-yl)-5,6,7,8-tetrahydro-1,6-naphthyridin-3-yl)-2-(pyridin-2-yl)morpholine CC1=CC=2N(N=C1N1CC=3C=C(C=NC3CC1)N1CC(OCC1)C1=NC=CC=C1)C(=NN2)C(F)(F)F